Cl.Cl.C(C)(C)C1=CC=C(C=C1)C=1N=C2N(C=CC=C2)C1CN1CC2CCC(C1)N2 3-{[2-(4-isopropylphenyl)imidazo[1,2-a]pyridin-3-yl]methyl}-3,8-diazabicyclo[3.2.1]octane dihydrochloride